2-(methylsulfonyl)-4-pyridinecarboxylic acid CS(=O)(=O)C1=NC=CC(=C1)C(=O)O